2-methyl-1-phenyl-3-thiocyano-2-propanol CC(CC1=CC=CC=C1)(CSC#N)O